4-methyl-1-(oxan-2-yl)-5-(4,4,5,5-tetramethyl-1,3,2-dioxaborolan-2-yl)pyrazolo[3,4-b]pyridine CC1=C2C(=NC=C1B1OC(C(O1)(C)C)(C)C)N(N=C2)C2OCCCC2